FC1=C2CNCC2=CC=C1OC 4-fluoro-5-methoxyisoindolin